2,5-Dioxopyrrolidin-1-yl 8-(((S)-1-((2S,4R)-4-hydroxy-2-(((S)-1-(4-(4-methylthiazol-5-yl)phenyl)ethyl)carbamoyl)pyrrolidin-1-yl)-3,3-dimethyl-1-oxobutan-2-yl)amino)-8-oxooctanoate O[C@@H]1C[C@H](N(C1)C([C@H](C(C)(C)C)NC(CCCCCCC(=O)ON1C(CCC1=O)=O)=O)=O)C(N[C@@H](C)C1=CC=C(C=C1)C1=C(N=CS1)C)=O